(4-chlorophenyl)-6,6-dimethyl-5,6-dihydro-2H-pyran ClC1=CC=C(C=C1)C1OC(CC=C1)(C)C